N-Boc-L-aspartic 4-benzyl ester C(C1=CC=CC=C1)OC(C[C@H](NC(=O)OC(C)(C)C)C(=O)O)=O